The molecule is a cysteine derivative that is the S-(2-amino-8-formyl-3-oxo-3H-phenoxazin-1-yl) derivative of N-acetyl-L-cysteine. It has a role as a metabolite. It is a N-acetyl-amino acid, a phenoxazine, an arenecarbaldehyde and a L-cysteine derivative. It is a conjugate acid of a grixazone A(1-). CC(=O)N[C@@H](CSC1=C(C(=O)C=C2C1=NC3=C(O2)C=CC(=C3)C=O)N)C(=O)O